isoxazolineselon O1N=CC(C1)=[Se]